tert-butyl (7-methyl-3-{(1S)-1-[5-(1H-pyrazol-1-yl)-1-{[2-(trimethylsilyl)ethoxy]methyl}-1H-pyrazolo[3,4-b]pyridin-6-yl]ethoxy}-1,6-naphthyridin-2-yl)carbamate CC1=NC=C2C=C(C(=NC2=C1)NC(OC(C)(C)C)=O)O[C@@H](C)C1=C(C=C2C(=N1)N(N=C2)COCC[Si](C)(C)C)N2N=CC=C2